6-chloro-N-ethyl-5-(4-((3-ethyl-5-fluoro-2-oxo-1,2,3,4-tetrahydroquinazolin-7-yl)methyl)piperazin-1-yl)picolinamide ClC1=C(C=CC(=N1)C(=O)NCC)N1CCN(CC1)CC1=CC(=C2CN(C(NC2=C1)=O)CC)F